C(C(C)C)[C@@H]1C(N2C(N(O1)CCCC1CCN(CC1)S(=O)(=O)C1=CC=C(C#N)C=C1)CN(C([C@@H]2CC(C)C)=O)C2CCN(CC2)C)=O 4-((4-(3-((3R,6S)-3,6-diisobutyl-8-(1-methylpiperidin-4-yl)-4,7-dioxohexahydro-pyrazino[2,1-c][1,2,4]oxadiazin-1(6H)-yl)propyl)piperidin-1-yl)sulfonyl)benzonitrile